3-(sec-butyl)-7-fluoro-N-(4-hydroxycyclohexyl)-2-oxo-1,2,3,5-tetrahydro-4H-benzo[1,4]diazepine-4-carboxamide C(C)(CC)C1C(NC2=C(CN1C(=O)NC1CCC(CC1)O)C=C(C=C2)F)=O